N,N-dimethylaminocarboxamide CNN(C=O)NC